(1S,3R)-1-(4-bromo-2,6-difluorophenyl)-5-fluoro-3-methyl-2-(2,2,2-trifluoroethyl)-1,2,3,4-tetrahydroisoquinolin-6-amine BrC1=CC(=C(C(=C1)F)[C@H]1N([C@@H](CC2=C(C(=CC=C12)N)F)C)CC(F)(F)F)F